ClC=1C=C(C=CC1Cl)C1N(CCC(C1)N1C(NC2=C1C=CC=C2C2=CC(=NC=C2)C(F)(F)F)=O)C(=O)N (3,4-dichlorophenyl)-4-{2-oxo-4-[2-(trifluoromethyl)pyridin-4-yl]-2,3-dihydro-1H-1,3-benzodiazol-1-yl}piperidine-1-carboxamide